NC1=C(C(=NN1CC1=CC=CC=C1)CC)C#N 5-amino-1-benzyl-3-ethylpyrazole-4-carbonitrile